C(C)(C)(C)OC(NC1=CC(=C2C(NN(C2=C1)C1=CC=CC=C1)=O)F)=O (4-fluoro-3-oxo-1-phenyl-2,3-dihydro-1H-indazol-6-yl)carbamic acid tert-butyl ester